1-isopropyl-8-(6-((2-(3-methoxypiperidin-1-yl)ethoxy)methyl)pyridin-3-yl)-3-methyl-1H-imidazo[4,5-c]cinnolin-2(3H)-one C(C)(C)N1C(N(C=2N=NC=3C=CC(=CC3C21)C=2C=NC(=CC2)COCCN2CC(CCC2)OC)C)=O